C1(CCC1)OC1=C(C=NC=C1)C(=O)NC1=CC(=C(C(=C1)F)OC1=CC=NC2=CC(=C(C=C12)OC)OCCNC)F 4-cyclobutoxy-N-(3,5-difluoro-4-((6-methoxy-7-(2-(methylamino)ethoxy)quinolin-4-yl)oxy)phenyl)pyridine-3-carboxamide